octahydro-4,8a,9,9-tetramethyl-1,6-methano-1(2H)-naphthol CC1CCC2(C3(CCC(CC13)C2(C)C)C)O